NC1CCN(CC1)C=1C(=CN=C2C=CC(=NC12)C=1C(=C(C#N)C=C(C1)F)O)C1=CC(=CC(=C1)C)F 3-[8-(4-Aminopiperidin-1-yl)-7-(3-fluoro-5-methylphenyl)-1,5-naphthyridin-2-yl]-5-fluoro-2-hydroxybenzonitrile